C(#N)C1=CC(=C(C=C1)C1=CC=C(C=C1)C(CNC(OC(C)(C)C)=O)O)OC1=NC(=NC(=C1)N1CCOCC1)C tert-Butyl (2-(4'-cyano-2'-((2-methyl-6-morpholinopyrimidin-4-yl)oxy)-[1,1'-biphenyl]-4-yl)-2-hydroxyethyl)carbamate